((6-fluoro-pyridin-2-yl)amino)-2-((2-(methyl-sulfonamido)phenyl)-amino)nicotinamide FC1=CC=CC(=N1)NC1=NC(=C(C(=O)N)C=C1)NC1=C(C=CC=C1)NS(=O)(=O)C